4-(N,N-dimethylsulfamoyl)-1-hydroxy-2-naphthoic acid CN(S(=O)(=O)C1=CC(=C(C2=CC=CC=C12)O)C(=O)O)C